F[C@H]([C@@H](C)[C@H]1CC[C@H]2C(CCC[C@]12C)=O)CCC(C)(O[Si](CC)(CC)CC)C (1R,3aR,7aR)-1-{(2S,3S)-3-Fluoro-6-methyl-6-[(triethylsilyl)oxy]heptan-2-yl}-7a-methyloctahydro-4H-inden-4-one